3-(4-methoxyphenyl)-1,1-dimethylurea COC1=CC=C(C=C1)NC(N(C)C)=O